4-Mercapto-cyclohexan SC1CCCCC1